FC(OC1=CC(=CC=2N(C=NC21)CC2(CC2)CF)C(=O)O)F 4-(difluoromethoxy)-1-((1-(fluoromethyl)cyclopropyl)methyl)-1H-benzo[d]imidazole-6-carboxylic acid